C(C=C)(=O)NC(CS(=O)(=O)[O-])(C)C.[Li+] lithium 2-acrylamido-2-methylpropanesulfonate salt